N-(6-aminohexyl)aminomethyltriethoxysilane NCCCCCCNC[Si](OCC)(OCC)OCC